(2-bromothiazol-4-yl)propan-2-ol BrC=1SC=C(N1)CC(C)O